(±)-7-methyl-2-morpholin-4-yl-9-[1-(4-fluorophenylamino)ethyl]-pyrido[1,2-a]pyrimidin-4-one CC=1C=C(C=2N(C(C=C(N2)N2CCOCC2)=O)C1)[C@@H](C)NC1=CC=C(C=C1)F |r|